FC1=C(C=CC(=C1)F)[C@H](C)NC(CN1C(NC2=C(C1=O)C=NC=C2)=O)=O (S)-N-(1-(2,4-difluorophenyl)ethyl)-2-(2,4-dioxo-1,4-dihydropyrido[4,3-d]pyrimidin-3(2H)-yl)acetamide